5-[tert-butyl-(dimethyl)silyl]oxypentan-1-ol C(C)(C)(C)[Si](OCCCCCO)(C)C